FC(C1=CC=C(C=C1)S(=O)(=O)C1=NN(CCC1)C(N)=N)(F)F ((4-(trifluoromethyl)phenyl)sulfonyl)-5,6-dihydropyridazine-1(4H)-carboximidamide